C(C)(C)(C)N1C[C@@H](CCC1)N tert-butyl-(R)-3-aminopiperidine